COC(=O)C1=C(C(=C(C(=C1C(=O)OC)C#N)C(=O)OC)C(=O)OC)C#N 2,3,5,6-tetramethoxycarbonyl-1,4-dicyanobenzene